C1(=CC=CC=C1)[C@H](C)NC(OC1=CC=C(C=C1)[N+](=O)[O-])=O 4-nitrophenyl (S)-(1-phenylethyl)carbamate